(E)-3'-(4-(2-(2-ethoxyphenyl)hydrazineylidene)-3-methyl-5-oxo-4,5-dihydro-1H-pyrazol-1-yl)-5'-hydroxy-[1,1'-biphenyl]-4-carboxylic acid C(C)OC1=C(C=CC=C1)N\N=C\1/C(=NN(C1=O)C=1C=C(C=C(C1)O)C1=CC=C(C=C1)C(=O)O)C